3-((13S,15S,Z)-16-(hydroxymethylene)-13-methyl-17-oxo-7,8,9,11,12,13,14,15,16,17-decahydro-6H-cyclopenta[a]phenanthren-15-yl)-N-(5-morpholinopyridin-2-yl)propanamide O\C=C/1\[C@H](C2C3CCC=4C=CC=CC4C3CC[C@@]2(C1=O)C)CCC(=O)NC1=NC=C(C=C1)N1CCOCC1